C[NH+]1CCOCC1 4-methyl-morpholinium